ethyl (S)-4-(2-(5-cyclopropyl-4,7-difluoro-3,3-dimethyl-2-oxoindolin-1-yl)acetamido)-3-methylbutanoate C1(CC1)C=1C(=C2C(C(N(C2=C(C1)F)CC(=O)NC[C@H](CC(=O)OCC)C)=O)(C)C)F